tri(p-vinyl-phenyl)phosphine C(=C)C1=CC=C(C=C1)P(C1=CC=C(C=C1)C=C)C1=CC=C(C=C1)C=C